1-(4-bromo-2-chloro-5-fluoro-phenyl)-3-[(1S)-1-(2-pyrimidin-2-yl-1,2,4-triazol-3-yl)ethyl]urea BrC1=CC(=C(C=C1F)NC(=O)N[C@@H](C)C=1N(N=CN1)C1=NC=CC=N1)Cl